COC1=CC2=CC3=C(C(OC3)=O)C(=C2C=C1OC)N1CCNCC1 6,7-dimethoxy-9-(piperazin-1-yl)naphtho[2,3-c]furan-1(3H)-one